O1C=NC2=C1C=CC(=C2)C=2C(=C(COC1=CC(=C(CN3[C@@H](CCCC3)C(=O)O)C=C1Cl)OCC=1C=NC=C(C1)C#N)C=CC2)C (S)-1-(4-((3-(benzo[d]oxazol-5-yl)-2-methylbenzyl)oxy)-5-chloro-2-((5-cyanopyridin-3-yl)methoxy)benzyl)piperidine-2-carboxylic acid